4-CHLORO-2-(TRIFLUOROMETHOXY)PHENYLBORONIC ACID ClC1=CC(=C(C=C1)B(O)O)OC(F)(F)F